4-(isoxazol-4-ylamino)cyclobut-3-ene-1,2-dione O1N=CC(=C1)NC1=CC(C1=O)=O